FC1=CC=C(C=C1)C1(CCC1)NC1=NC=C(C=N1)C1=CC(=NC=C1)C(=O)N 4-(2-{[(4-fluorophenyl)cyclobutyl]amino}pyrimidin-5-yl)pyridine-2-carboxamide